(S)-8-(2-amino-6-((R)-1-(4-(cinnolin-6-yl)-2-(3-methyl-1H-pyrazol-1-yl)phenyl)-2,2,2-trifluoroethoxy)pyrimidin-4-yl)-2,8-diazaspiro[4.5]decane-3-carboxylic acid NC1=NC(=CC(=N1)N1CCC2(C[C@H](NC2)C(=O)O)CC1)O[C@@H](C(F)(F)F)C1=C(C=C(C=C1)C=1C=C2C=CN=NC2=CC1)N1N=C(C=C1)C